5-(5-((1R,4R,7R)-7-amino-2-azabicyclo[2.2.1]heptane-2-carbonyl)-7-fluoro-1-methyl-1H-benzo[d]imidazol-2-yl)-3-cyclopropyl-2,3-dihydro-1H-pyrrolo[1,2,3-de]quinoxaline-9-carbonitrile N[C@H]1[C@@H]2N(C[C@H]1CC2)C(=O)C2=CC1=C(N(C(=N1)C1=CC=3C=4N1C(CNC4C(=CC3)C#N)C3CC3)C)C(=C2)F